BrC1=C(C=C(OC2CCC(CC2)CCC=O)C=C1)C(F)(F)F 3-((1r,4r)-4-(4-bromo-3-(trifluoromethyl)phenoxy)cyclohexyl)propanal